C=C\C=C/CCCCCCCCCCCCC 11-cis-cis-heptadecadiene